ClC=1C(=NC(=NC1)NC1=CC=C(C=C1)N1CCN(CC1)C)C1=CN=C(S1)N1C[C@H](CC1)O (S)-1-(5-(5-chloro-2-(4-(4-methylpiperazin-1-yl)phenyl)aminopyrimidin-4-yl)thiazol-2-yl)pyrrolidin-3-ol